NC1(CN(CCC1)C1=C(N=C(S1)C1=CC(=C(C=C1)OC)F)CN1C2=NC=NC(=C2N=C1)N)C(=O)NC 3-amino-1-(4-((6-amino-9H-purin-9-yl)methyl)-2-(3-fluoro-4-methoxyphenyl)thiazol-5-yl)-N-methylpiperidine-3-carboxamide